5-[4-(4-fluoro-2-hydroxybenzoyl)aminophenyl]-1H-naphtho[1,2-b][1,4]diazepine-2,4(3H,5H)-Dione FC1=CC(=C(C(=O)NC2=CC=C(C=C2)N2C3=C(NC(CC2=O)=O)C2=CC=CC=C2C=C3)C=C1)O